(R)-N-(1-hydroxybutan-2-yl)-3-methoxy-1-(4-(trifluoromethyl)phenyl)isoquinoline-6-carboxamide OC[C@@H](CC)NC(=O)C=1C=C2C=C(N=C(C2=CC1)C1=CC=C(C=C1)C(F)(F)F)OC